(E)-1-(3-(4-(5-(7-((3,5-dimethoxyphenyl)amino)-quinoxalin-2-yl)-6-methylpyridin-2-yl)-piperazine-1-carbonyl)-3-fluoroazetidin-1-yl)-4-(dimethylamino)but-2-en-1-one COC=1C=C(C=C(C1)OC)NC1=CC=C2N=CC(=NC2=C1)C=1C=CC(=NC1C)N1CCN(CC1)C(=O)C1(CN(C1)C(\C=C\CN(C)C)=O)F